COC(=O)C1C(CN(CC1)CC1=C(C=C(C=C1C)C1CNC1)C)C 1-(4-(azetidin-3-yl)-2,6-dimethylbenzyl)-3-methylpiperidine-4-carboxylic acid methyl ester